N-(3-{2-[(2-carbamoylethyl)amino]-4-(methylamino)quinazolin-7-yl}phenyl)prop-2-enamide C(N)(=O)CCNC1=NC2=CC(=CC=C2C(=N1)NC)C=1C=C(C=CC1)NC(C=C)=O